C(C)(C)(C)OC(=O)N1[C@H](CCC1)C1=CC=C2C(=N1)N(C(=C2)C2=NC1=C(N2C)C(=CC(=C1)C(=O)OC)OC)CC\C=C/C methyl (R,Z)-2-(6-(1-(tert-butoxycarbonyl)pyrrolidin-2-yl)-1-(pent-3-en-1-yl)-1H-pyrrolo[2,3-b]pyridin-2-yl)-7-methoxy-1-methyl-1H-benzo[d]imidazole-5-carboxylate